3-methyldec-5-enal CC(CC=O)CC=CCCCC